N1=C(C=CC=C1)C1=NNC=C1N1C(=CC=CC1)C1=CC=NC=C1 N-(3-(Pyridin-2-yl)-1H-pyrazol-4-yl)-[2,4'-bipyridin]